OCC1=NOC(=C1)C=O [3-(hydroxymethyl)isoxazol-5-yl]methanone